C1CCC2=C(C=CC=C12)COC1=NN=C(S1)NC(C1=C(C=NC=C1)C1=C(C=CC=C1)OC)=O N-(5-((2,3-dihydro-1H-inden-4-yl)methoxy)-1,3,4-thiadiazol-2-yl)-3-(2-methoxyphenyl)isonicotinamide